4-chloro-3'-(((2-(4-hydroxycyclopent-2-en-1-yl)-1-oxoisoindolin-5-yl)oxy)methyl)-[1,1'-biphenyl]-3-carboxylic acid ClC1=C(C=C(C=C1)C1=CC(=CC=C1)COC=1C=C2CN(C(C2=CC1)=O)C1C=CC(C1)O)C(=O)O